ClCC1=NC2=C(N1C[C@H]1OCC1)C(=C(C=C2)C(=O)OC)F (S)-Methyl 2-(chloromethyl)-7-fluoro-1-(oxetan-2-ylmethyl)-1H-benzo[d]imidazole-6-carboxylate